ClC=1C(N(N=CC1N(C)C)CC1=NC(=NO1)CCC1=CC=C(C=C1)Cl)=O 4-chloro-2-((3-(4-chlorophenethyl)-1,2,4-oxadiazol-5-yl)methyl)-5-(dimethylamino)pyridazin-3(2H)-one